3-[[3-(dimethylphosphorylmethyl)-2-fluoro-phenyl]methyl]-7-[(3-fluoro-2-pyridinyl)oxy]-4-methyl-chromen-2-one CP(=O)(C)CC=1C(=C(C=CC1)CC=1C(OC2=CC(=CC=C2C1C)OC1=NC=CC=C1F)=O)F